C1(=C(C=CC=C1)C1=C(N=NN1)C=O)C tolyltriazole-aldehyde